ClC1=C(C=CC=C1)S(=O)(=O)NC1=CC(=C(C=C1)SCC1=CC=C(C=C1)OC)F 2-Chloro-N-(3-fluoro-4-((4-methoxybenzyl)thio)phenyl)benzenesulfonamide